CNCCCCCNC N,N'-dimethyl-1,5-diaminopentane